C1=NC=CC=2C3=CC=CC=C3NC12 9H-β-carboline